C(C)C=1C(=CC=C2C=C(C=C(C12)N1CC=2N=C(N=C(C2CC1)N1CC(CCCC1)C(=O)N)OC[C@]12CCCN2C[C@@H](C1)F)O)F 1-(7-(8-ethyl-7-fluoro-3-hydroxynaphthalen-1-yl)-2-(((2R,7aS)-2-fluorohexahydro-1H-pyrrolizin-7a-yl)methoxy)-5,6,7,8-tetrahydropyrido[3,4-d]pyrimidin-4-yl)azepane-3-carboxamide